C(C)(C)(C)OC(=O)N1C(N([C@@H](C1)C(NC1=CC=C(C=C1)F)=O)C1=NC(=CC(=C1)C(F)(F)F)C)=O (S)-4-((4-fluorophenyl)carbamoyl)-3-(6-methyl-4-(trifluoromethyl)pyridin-2-yl)-2-oxoimidazolidine-1-carboxylic acid tert-butyl ester